N1(C=NC=C1)C1=CC=C(CN(C=2SC=C(N2)CN2CCN(CC2)C)CC2=CC(=CC=C2)OC)C=C1 N-(4-(1H-imidazol-1-yl)benzyl)-N-(3-methoxybenzyl)-4-((4-methylpiperazin-1-yl)methyl)thiazol-2-amine